NC1=C(C=C(C=C1)C=1CN(CCC1)C(=O)OC(C)(C)C)C#N tert-butyl 3-(4-amino-3-cyanophenyl)-5,6-dihydropyridine-1(2H)-carboxylate